[Si](C)(C)(C(C)(C)C)C(C=CCCCCCC)O 1-(tert-butyldimethylsilyl)-2-nonen-1-ol